FC=1C=2N(C=C(C1)NC(=O)C=1C=CC(=C3N=CC=NC13)N1CCC3(CCN3C(=O)OC(C)(C)C)CC1)C=C(N2)C tert-butyl 7-[8-({8-fluoro-2-methylimidazo[1,2-a]pyridin-6-yl} carbamoyl) quinoxalin-5-yl]-1,7-diazaspiro[3.5]nonane-1-carboxylate